tert-butyl (R)-6-(7-methoxy-2-methyl-4-((1-(2-methyl-3-(trifluoromethyl) phenyl) ethyl) amino) pyrido[2,3-d]pyrimidin-6-yl)-2,6-diazaspiro[3.3]heptane-2-carboxylate COC=1C(=CC2=C(N=C(N=C2N[C@H](C)C2=C(C(=CC=C2)C(F)(F)F)C)C)N1)N1CC2(CN(C2)C(=O)OC(C)(C)C)C1